1,8,9-trihydroxy-3-methoxy-6H-benzofuro[3,2-c]chromen-6-one OC1=C2C3=C(C(OC2=CC(=C1)OC)=O)C1=C(O3)C=C(C(=C1)O)O